[Zn+2].C(C)C(C(=O)[O-])C(=O)C(F)(F)F.C(C)C(C(=O)[O-])C(=O)C(F)(F)F bis(ethyl 4,4,4-trifluoroacetoacetate) zinc